N-(tert-Butyl)-1-(7-chloro-5H-isochromeno[3,4-d]thiazol-2-yl)piperidin-4-amine C(C)(C)(C)NC1CCN(CC1)C=1SC2=C(N1)OCC=1C=C(C=CC12)Cl